N1=CC=CC=CC=C1 Azocin